Magnesium triflate salt [O-]S(=O)(=O)C(F)(F)F.[Mg+2].[O-]S(=O)(=O)C(F)(F)F